CN(C1=CC=C(C=C1)C1=NC(=CC2=C1NC1=CC=CC=C21)C(=O)O)S(=O)(=O)C 1-[4-[methyl(methylsulfonyl)amino]phenyl]-9H-pyrido[3,4-b]indole-3-carboxylic acid